3-(chloromethyl)-1-methyl-1H-pyrazole ClCC1=NN(C=C1)C